ClC=1C=C(C=CC1Cl)C1=CC=C(C=C1)CN(C1=NC=CC(=N1)C#N)CC(C)(C)C 2-({[4-(3,4-Dichlorophenyl)phenyl]methyl}(2,2-dimethylpropyl)amino)pyrimidine-4-carbonitrile